6-(cyclopropylmethyl)-1-isopropyl-1H-pyrazolo[3,4-d]pyrimidin-4-ol C1(CC1)CC1=NC(=C2C(=N1)N(N=C2)C(C)C)O